C(#N)C1=C(C=CC=C1)CN(C(=O)C1=C(N(C(=C1)C1=C(C=C(C(=C1)F)F)C(=O)N1CC2=CC=CC=C2C[C@H]1CN1CCOCC1)C)C)C1=CC=C(C=C1)O N-[(2-cyanophenyl)methyl]-5-[4,5-difluoro-2-[(3S)-3-(morpholinomethyl)-3,4-dihydro-1H-isoquinoline-2-carbonyl]phenyl]-N-(4-hydroxyphenyl)-1,2-dimethyl-pyrrole-3-carboxamide